CCC(N=C=NCC)N(C)C N-ethyl-N-(dimethylaminopropyl)carbodiimide